Alpha-ketopropionic acid O=C(C(=O)O)C